OC1=CC=C2[C@H]([C@H](OCC2=C1)C1=CC=CC=C1)C1=CC=C(C=C1)N1CCC(CC1)CN1CCN(CC1)C1=CC=C2C(=NN(C2=C1)C)N1C(NC(CC1)=O)=O 1-(6-(4-((1-(4-((3S,4R)-7-hydroxy-3-phenylisochroman-4-yl)phenyl)piperidin-4-yl)methyl)piperazin-1-yl)-1-methyl-1H-indazol-3-yl)dihydropyrimidine-2,4(1H,3H)-dione